C1C(C1)C1=C(C(=O)O)C=CC(=C1)[C@]1(COCC1)NC(=O)C=1N(C2=CC=C(C(=C2C1)Cl)Cl)C |r| 2-(±)-2-cyclopropyl-4-[3-[(4,5-dichloro-1-methyl-indole-2-carbonyl)amino]-tetrahydrofuran-3-yl]benzoic acid